2-hydroxy-4-propoxy-4',6'-dibromobenzophenone OC1=C(C(=O)C2=CC=C(C=C2Br)Br)C=CC(=C1)OCCC